C(C1=CC=CC=C1)C1=CC(=NO1)C(=O)O 5-benzylisoxazole-3-carboxylic acid